C(C)S(=O)(=O)C1=CC=C(C=C1)[C@H](CO)NC(C1=CC=C(C=C1)N1C([C@H](CC1)OC1=CC=C(C=C1)C(F)(F)F)=O)=O N-((R)-1-(4-(ethylsulfonyl)phenyl)-2-hydroxyethyl)-4-((S)-2-oxo-3-(4-(trifluoromethyl)phenoxy)pyrrolidin-1-yl)benzamide